D-RIBO-2-HEXULOSE OCC(=O)[C@H](O)[C@H](O)[C@H](O)CO